N-(n-Butyl)-3-aminopropyltri-ethoxysilan C(CCC)NCCC[Si](OCC)(OCC)OCC